O=C1NC2=C(N1)C=CC=C2NC(C=C)=O N-(2-oxo-2,3-dihydro-1H-benzo[d]imidazol-4-yl)acrylamide